2-(5-chloro-2-{[(1R)-1-(4-chlorophenyl)-7-fluoro-5-[(1S)-1-hydroxy-1-(oxan-4-yl)propyl]-1-methoxy-3-oxo-2,3-dihydro-1H-isoindol-2-yl]methyl}phenyl)-2-methyl-propanoic acid ClC=1C=CC(=C(C1)C(C(=O)O)(C)C)CN1[C@@](C2=C(C=C(C=C2C1=O)[C@](CC)(C1CCOCC1)O)F)(OC)C1=CC=C(C=C1)Cl